1,3-butadiene-1,4-dicarboxylic acid C(=CC=CC(=O)O)C(=O)O